6-Chloro-4-((2-(methylthio)phenyl)amino)nicotinic acid ClC1=NC=C(C(=O)O)C(=C1)NC1=C(C=CC=C1)SC